isophthalic acid (2-methylbutyl) (2-ethylhexyl) ester C(C)C(COC(C=1C=C(C(=O)OCC(CC)C)C=CC1)=O)CCCC